7-(4-(isopropylamino)-5-(5-(3-(4-methylpiperazine-1-carbonyl)-3,6-diazabicyclo[3.1.1]hept-6-yl)-1,3,4-thiadiazol-2-yl)pyridin-2-yl)pyrrolo[1,2-b]pyridazine-3-carbonitrile C(C)(C)NC1=CC(=NC=C1C=1SC(=NN1)N1C2CN(CC1C2)C(=O)N2CCN(CC2)C)C2=CC=C1N2N=CC(=C1)C#N